2-(4-methylpiperazin-1-yl)pyrimidine-5-carboxamide formate C(=O)O.CN1CCN(CC1)C1=NC=C(C=N1)C(=O)N